C(\C=C\C(=O)O)(=O)O.N[C@@H]1[C@H](CCCC1)OC=1C=C2CN(C(C2=CC1)=O)C1C(N(C(CC1)=O)COCC[Si](C)(C)C)=O 3-(5-(((1S,2S)-2-aminocyclohexyl)oxy)-1-oxoisoindolin-2-yl)-1-((2-(trimethylsilyl)ethoxy)methyl)piperidine-2,6-dione fumaric acid salt